gallium(III)-oxide [O-2].[Ga+3].[O-2].[O-2].[Ga+3]